3-(3',5'-di-tert-butyl-4-hydroxyphenyl)propanoic acid octadecyl ester C(CCCCCCCCCCCCCCCCC)OC(CCC1=CC(=C(C(=C1)C(C)(C)C)O)C(C)(C)C)=O